ClC1=C(C=C(N=N1)O[C@H]1CN(CCC1)C(=O)OC(C)(C)C)C tert-butyl (R)-3-((6-chloro-5-methylpyridazin-3-yl)oxy)piperidine-1-carboxylate